FC(CN1N=CC(=C1)C1=NC=CC(=N1)N)F (1-(2,2-difluoroethyl)-1H-pyrazol-4-yl)pyrimidin-4-amine